ClC=1C(=NC=C(C1)C(F)(F)F)CN1N=C2N([C@@H](CCC2(F)F)C(=O)N2C[C@H](CC2)F)C1=O (5S)-2-{[3-Chloro-5-(trifluoromethyl)pyridin-2-yl]methyl}-8,8-difluoro-5-{[(3S)-3-fluoropyrrolidin-1-yl]carbonyl}-5,6,7,8-tetrahydro[1,2,4]triazolo[4,3-a]pyridin-3(2H)-one